tert-butyl (5-((4-(2-fluoro-4-(1-((4-fluorophenyl)carbamoyl)cyclopropane-1-carboxamido)phenoxy)-6-methoxyquinolin-7-yl)oxy)pentyl)aminocarboxylate FC1=C(OC2=CC=NC3=CC(=C(C=C23)OC)OCCCCCNC(=O)OC(C)(C)C)C=CC(=C1)NC(=O)C1(CC1)C(NC1=CC=C(C=C1)F)=O